2-ethyl-hexanoat C(C)C(C(=O)[O-])CCCC